Cl.C1(=CC=CC=C1)CN(C)C phenyltrimethylamine hydrochloride